C1(CC1)C1OC2=C(C(=NC(=C2)SC)C2=CNC3=CN=C(C=C32)NC(C)=O)OC1 N-(3-(2-cyclopropyl-7-(methylthio)-2,3-dihydro-[1,4]dioxino[2,3-c]pyridin-5-yl)-1H-pyrrolo[2,3-c]pyridin-5-yl)acetamide